tetrabutylammonium (2S,5R)-2-((2-((tert-butoxycarbonyl)amino)ethoxy)carbamoyl)-7-oxo-1,6-diazabicyclo[3.2.1]octan-6-yl-sulfate C(C)(C)(C)OC(=O)NCCONC(=O)[C@H]1N2C(N([C@H](CC1)C2)OS(=O)(=O)[O-])=O.C(CCC)[N+](CCCC)(CCCC)CCCC